C(C)(C)(C)OC(=O)N1C[C@H](CCC1)NC1=NC=C(C(=N1)C1=CNC=C1)C(F)(F)F (S)-3-(2-((1-(tert-butoxycarbonyl)piperidin-3-yl)amino)-5-(trifluoromethyl)pyrimidin-4-yl)-1H-pyrrole